COC1=CC=C(C=C1)CCC(C)NC(OC1=C(C=CC(=C1)C)C)=O 2,5-dimethylphenyl (4-(4-methoxyphenyl)butan-2-yl)carbamate